diethyl-isophthaloyl chloride C(C)C1=CC(=C(C=C1C(=O)Cl)C(=O)Cl)CC